1-(5-tert-butyl-isoxazol-3-yl)-3-{4-[6-(2-methoxy-ethoxy)-benzoimidazol-1-yl]-phenyl}-urea C(C)(C)(C)C1=CC(=NO1)NC(=O)NC1=CC=C(C=C1)N1C=NC2=C1C=C(C=C2)OCCOC